FC(OC=1C=CC=C2C(=NC=NC12)N[C@H](CN1CCN(CC1)C(=O)OC(C)(C)C)C)(F)F tert-butyl 4-[(2S)-2-[[8-(trifluoromethoxy)quinazolin-4-yl]amino]propyl]piperazine-1-carboxylate